C(C)(C)(C)OC(=O)N1CCNC2(CC2)C1 4,7-diaza-spiro[2.5]octane-7-carboxylic acid tert-butyl ester